(S)-N-(tert-butyl)pyrrolidin-3-amine C(C)(C)(C)N[C@@H]1CNCC1